ClC=1C=C(OC2=C3C([C@@H](C3=C(C=C2)C(F)(F)F)O)(F)F)C=C(C1)F (R)-2-(3-chloro-5-fluorophenoxy)-8,8-difluoro-5-trifluoromethylbicyclo[4.2.0]octa-1,3,5-trien-7-ol